(2S,4R)-4-fluoro-1-[2-(5-oxo-4,5-dihydro-1,2,4-oxadiazol-3-yl)acetyl]-N-[(S)-phenyl[5-(propan-2-yl)pyridin-2-yl]methyl]pyrrolidine-2-carboxamide F[C@@H]1C[C@H](N(C1)C(CC1=NOC(N1)=O)=O)C(=O)N[C@H](C1=NC=C(C=C1)C(C)C)C1=CC=CC=C1